N'-(1,3-phenylenebis(methylene))bis(N-phenylbenzene-1,4-diamine) C1(=CC(=CC=C1)CC1=C(C=CC(=C1)N)NC1=CC=CC=C1)CC1=C(C=CC(=C1)N)NC1=CC=CC=C1